N[C@](C(=O)O)(CCCCB(O)O)C[C@@H]1NCCC1 (R)-2-amino-6-borono-2-((R)-pyrrolidin-2-ylmethyl)hexanoic acid